3-tert-butyl-(chloro)benzene C(C)(C)(C)C=1C=C(C=CC1)Cl